CC(C)(S(=O)NCC1=NC=CC(=C1)C1=CC(=CC=2C=C(OC21)COC2=C(C=CC=C2)CC(=O)OCC)COC2=C(C=CC=C2)CC(=O)OCC)C diethyl 2,2'-((((7-(2-((1,1-dimethylethylsulfinamido)methyl)pyridin-4-yl)benzofuran-2,5-diyl)bis(methylene))bis(oxy))bis(2,1-phenylene))diacetate